O=C1NC(CCC1N1C(C2=CC=CC(=C2C1)SCCCCN1CCN(CC1)C1=C(C=C(C(=O)N2CCC(CC2)CCCCNC(\C=C\C=2C=NC=C(C2)F)=O)C=C1)O)=O)=O (E)-N-(4-(1-(4-(4-(4-((2-(2,6-dioxopiperidin-3-yl)-1-oxoisoindolin-4-yl)thio)butyl)piperazin-1-yl)-3-hydroxybenzoyl)piperidin-4-yl)butyl)-3-(5-fluoropyridin-3-yl)acrylamide